bicyclo[3.3.1]nonane-2,6-diene-9-ol C12C=CCC(C=CC1)C2O